C(C)(C)N1N=CC=2CC3(CCN(CC3)C(=O)C3=CC(=NC(=C3)OC)C3=CC=C(C(=O)O)C=C3)CC(C12)=O 4-(4-(1-isopropyl-7-oxo-1,4,6,7-tetrahydrospiro[indazole-5,4-piperidine]-1'-carbonyl)-6-methoxypyridin-2-yl)benzoic acid